tert-butyl 4-[5-(2-chloropyrimidin-4-yl)-4-(2-fluoro-3-{[(prop-2-en-1-yloxy)carbonyl]amino}phenyl)-1,3-thiazol-2-yl]piperidine-1-carboxylate ClC1=NC=CC(=N1)C1=C(N=C(S1)C1CCN(CC1)C(=O)OC(C)(C)C)C1=C(C(=CC=C1)NC(=O)OCC=C)F